O=C(COC(COC=1C=CC(=C2C=CC=NC12)Cl)=O)C (5-chloro-8-quinolinoxy)acetic acid-2-oxo-prop-1-ylester